NN1C(N=NC(=C1)C(C)(C)C)S 4-amino-6-tert-butyl-3-sulfydryl-1,2,4-triazine